2-chloro-4-(3,5-dimethylphenyl)-6-(triphenylen-2-yl)-1,3,5-triazine ClC1=NC(=NC(=N1)C1=CC(=CC(=C1)C)C)C1=CC=2C3=CC=CC=C3C3=CC=CC=C3C2C=C1